methyl 8,8-difluoro-6-methyl-4-oxo-2-(1-((2-(trimethylsilyl) ethoxy) methyl)-1H-pyrazol-4-yl)-6,7,8,9-tetrahydro-4H-thieno[2,3-c]chromene-6-carboxylate FC1(CC=2C3=C(C(OC2C(C1)(C(=O)OC)C)=O)SC(=C3)C=3C=NN(C3)COCC[Si](C)(C)C)F